tert-Butyl 4-(4-(5-(2-(2,6-dioxopiperidin-3-yl)-1,3-dioxoisoindolin-4-yl)pentyl)piperazin-1-yl)piperidine-1-carboxylate O=C1NC(CCC1N1C(C2=CC=CC(=C2C1=O)CCCCCN1CCN(CC1)C1CCN(CC1)C(=O)OC(C)(C)C)=O)=O